COC(=O)C=1SC(=C(C1)C#N)N 5-Amino-4-cyanothiophene-2-carboxylic acid methyl ester